(7R)-4-(2-fluorophenyl)-7-(1-methyl-1H-pyrazol-5-yl)-2-(2-(2-propenoyl)-2,6-diazaspiro[3.4]octan-6-yl)-5,6,7,8-tetrahydro-3-quinolinecarbonitrile FC1=C(C=CC=C1)C1=C(C(=NC=2C[C@@H](CCC12)C1=CC=NN1C)N1CC2(CN(C2)C(C=C)=O)CC1)C#N